(E)-(4-(1-(4-(4-(2-(4-(2-(2,6-dioxopiperidin-3-yl)-1,3-dioxoisoindolin-5-yl)piperazin-1-yl)ethyl)piperazin-1-yl)phenyl)-2-phenylbut-1-en-1-yl)phenyl)boronic acid O=C1NC(CCC1N1C(C2=CC=C(C=C2C1=O)N1CCN(CC1)CCN1CCN(CC1)C1=CC=C(C=C1)\C(=C(/CC)\C1=CC=CC=C1)\C1=CC=C(C=C1)B(O)O)=O)=O